N-(5-fluoro-6-(4-(pyrrolidin-3-yl)-1H-imidazol-1-yl)pyridin-3-yl)-2-(5-methyl-3-(trifluoromethyl)-1H-pyrazol-1-yl)acetamide FC=1C=C(C=NC1N1C=NC(=C1)C1CNCC1)NC(CN1N=C(C=C1C)C(F)(F)F)=O